C(C)(C)(C)OCCCOC(C)(C)C 2-(3-tert-butoxypropoxy)-2-methyl-propane